2-(2-methoxylbenzyl)-7-bromo-1-tetralone O(C)C1=C(CC2C(C3=CC(=CC=C3CC2)Br)=O)C=CC=C1